FC1=CC(=C(C(=O)OC)C=C1)C=O methyl 4-fluoro-2-formyl-benzoate